2,4-dichlorobenzyl-2,4-dichlorobenzylamine ClC1=C(CNCC2=C(C=C(C=C2)Cl)Cl)C=CC(=C1)Cl